[Na+].S(=O)(=O)(OCCCCCCCCCCCC)[O-].[Na+].C(CCCCCCCCCCC)OS(=O)(=O)[O-] sodium lauryl sulfate, sodium salt